2-Methylpentanoic acid (+-)-ethyl ester C(C)OC(C(CCC)C)=O